5-amino-3-(7-((2,5-difluorobenzamido)methyl)-1H-indazol-4-yl)-1-(1,1,1-trifluoropropan-2-yl)-1H-pyrazole-4-carboxamide NC1=C(C(=NN1C(C(F)(F)F)C)C1=C2C=NNC2=C(C=C1)CNC(C1=C(C=CC(=C1)F)F)=O)C(=O)N